3-(2-amino-6-((benzo[d][1,3]dioxol-5-ylmethyl)amino)pyrimidin-4-yl)-5-methoxyphenol NC1=NC(=CC(=N1)C=1C=C(C=C(C1)OC)O)NCC1=CC2=C(OCO2)C=C1